2-fluoro-5-oxotetrahydro-1H-Pyrrolizine FC1CC2CCC(N2C1)=O